C(C)(C)OC(=O)C=1C(=NC(=NC1)NC1=C(C=C(C(=C1)[N+](=O)[O-])N1CCOCC1)OC)Cl 4-chloro-2-((2-methoxy-4-morpholinyl-5-nitrophenyl)amino)pyrimidine-5-carboxylic acid isopropyl ester